OC=1C=C(C=C(C1O)O)[C@@H]1OC2=C(CC1)C=CC=C2 (2R,3R)-2-(3,4,5-trihydroxyphenyl)-3,4-dihydro-1(2H)-benzopyran